3-(5-((4-benzhydryl-3,3-dimethylpiperazin-1-yl)methyl)-1-oxoisoindolin-2-yl)piperidine-2,6-dione C(C1=CC=CC=C1)(C1=CC=CC=C1)N1C(CN(CC1)CC=1C=C2CN(C(C2=CC1)=O)C1C(NC(CC1)=O)=O)(C)C